O.O.C(CC(O)(C(=O)[O-])CC(=O)[O-])(=O)[O-].[Na+].C(CC(O)(C(=O)O)CC(=O)O)(=O)O.[Pb+2].FC1=CC=C2C=NC(=NC2=C1C1=NC=CC(=C1)NC(C=C)=O)NC1=CC=C(C=C1)NC1CCNCC1 N-(2-(7-fluoro-2-((4-(piperidin-4-ylamino)phenyl)amino)quinazolin-8-yl)pyridin-4-yl)acrylamide lead citrate Sodium Citrate Dihydrate